Cl.N1=C2C(=CC=C1)CC(=C2)C(=O)O cyclopenta[b]pyridine-6-carboxylic acid hydrochloride